ClC1=C(C=2N=C(N=C(C2C=N1)N1C2CC2COCC1)OC([2H])([2H])[C@]12CCCN2C[C@@H](C1)F)F 2-(7-Chloro-8-fluoro-2-(((2R,7aS)-2-fluorotetrahydro-1H-pyrrolizin-7a(5H)-yl)methoxy-d2)pyrido[4,3-d]pyrimidin-4-yl)-5-oxa-2-azabicyclo[5.1.0]octane